C(C)[C@]1(C(OCC=2C(N3CC=4C(=NC=5C=C(C(=CC5C4CO)NC(OC(C)(C)C)=O)F)C3=CC21)=O)=O)O tert-butyl (S)-(4-ethyl-8-fluoro-4-hydroxy-11-(hydroxymethyl)-3,14-dioxo-3,4,12,14-tetrahydro-1H-pyrano[3',4':6,7]indolizino[1,2-b]quinolin-9-yl)carbamate